2-Methoxyethyl (5-(6,7-dichloro-4-oxo-3,4-dihydrophthalazin-1-yl)-1H-benzimidazol-2-yl)carbamat ClC=1C=C2C(NN=C(C2=CC1Cl)C1=CC2=C(NC(=N2)NC(OCCOC)=O)C=C1)=O